(-)-2-(3-chloro-4-fluorophenyl)-2-({4-[(2-imino-4-methyl-2,3-dihydro-1,3-oxazol-3-yl)methyl]-1H-1,3-benzodiazol-2-yl}amino)propan-1-ol ClC=1C=C(C=CC1F)C(CO)(C)NC1=NC2=C(N1)C=CC=C2CN2C(OC=C2C)=N